FC=1C(=NC=CC1)CNC1=NS(C2=C(N1)C(=CC=C2)OC2=C(C=CC=C2)OC)(=O)=O 3-(((3-fluoropyridin-2-yl)methyl)amino)-5-(2-methoxyphenoxy)-4H-benzo[e][1,2,4]thiadiazine 1,1-dioxide